C[C@H](C(=O)O)CC (S)-(+)-2-methylbutanoic acid